(2S)-2-[[7-benzyloxy-4-(4-fluorophenyl)-3-tetrahydropyran-4-yl-1-isoquinolyl]oxy]propionic acid C(C1=CC=CC=C1)OC1=CC=C2C(=C(N=C(C2=C1)O[C@H](C(=O)O)C)C1CCOCC1)C1=CC=C(C=C1)F